FC=1C(=NC=CC1)CNC=1C2=C(N=CN1)SC(=N2)CCNCC=2NC=C(N2)C2=CC=CC=C2 N-[(3-fluoropyridin-2-yl)methyl]-2-(2-{[(4-phenyl-1H-imidazol-2-yl)methyl]amino}ethyl)-[1,3]thiazolo[5,4-d]pyrimidin-7-amine